Tert-butyl 3-((2,6-dioxopiperidin-3-yl)oxy)benzoate O=C1NC(CCC1OC=1C=C(C(=O)OC(C)(C)C)C=CC1)=O